COC1=CC=NC2=C1C=1N(CO2)C(=C(N1)C1=CC=C(C=C1)CO)C1=CC=CC=C1 (4-(10-methoxy-3-phenyl-5H-imidazo[1,2-c]pyrido[3,2-e][1,3]oxazin-2-yl)phenyl)methanol